FC=1C=C2C(=NC=3N(C2=CC1)C(=NN3)C)N3CCCC1=C(C=CC=C31)C#CC3=CC=NN3 7-fluoro-1-methyl-5-[5-[2-(1H-pyrazol-5-yl)ethynyl]-3,4-dihydro-2H-quinolin-1-yl]-[1,2,4]triazolo[4,3-a]quinazoline